C(C)(C)(C)OC(=O)N1CC(C1)NC1=CC=C(C=C1)NC1=NC2=C(C=CC=C2C=N1)C1=NC=CC(=C1)NC(C=C)=O 3-((4-((8-(4-Acrylamidopyridin-2-yl)quinazolin-2-yl)amino)phenyl)amino)azetidine-1-carboxylic acid tert-butyl ester